4-benzenecarboxylic acid C1=CC=C(C=C1)C(=O)O